C(C)(C)(C)[S@@](=O)N[C@@H]1C2=CC=CC=C2CC12CCN(CC2)C(=O)OC(C)(C)C tert-butyl (S)-1-(((R)-tert-butylsulfinyl)amino)-1,3-dihydrospiro[indene-2,4'-piperidine]-1'-carboxylate